5-(5-methoxypyrimidin-2-yl)-1-methyl-1H-imidazole-4-carboxylic acid COC=1C=NC(=NC1)C1=C(N=CN1C)C(=O)O